N1C=C(C2=CC=CC=C12)C1=NC=C(C2=C1CNC2=O)NC2=NC=C(C=C2)N2CC1CCC(C2)O1 4-(1H-indol-3-yl)-7-[[5-(8-oxa-3-azabicyclo[3.2.1]octan-3-yl)-2-pyridyl]amino]-2,3-dihydropyrrolo[3,4-c]pyridin-1-one